trans-4-(3,4-dihydroisoquinolin-2(1H)-yl)-1-(6-((2-(trifluoromethoxy)phenyl)amino)pyrimidin-4-yl)piperidin-3-ol C1N(CCC2=CC=CC=C12)[C@H]1[C@@H](CN(CC1)C1=NC=NC(=C1)NC1=C(C=CC=C1)OC(F)(F)F)O